C1(=CC=CC=C1)[C@H]1NCCC2=CC=CC=C12 (R)-1-phenyl-1,2,3,4-tetrahydroisoquinoline